N1=C(C=CC=C1)[C@H]1N(OCC1)C(=O)[C@@H]1CC[C@H](CC1)CN1N=CC2=CC=C(C=C12)C#N trans-1-[[4-[(3S)-3-(2-pyridyl)isoxazolidine-2-carbonyl]cyclohexyl]methyl]indazole-6-carbonitrile